3-(2-Bromo-6-fluoro-3-methyl-4-nitrophenoxy)aniline tert-butyl-5-(6-amino-1H-indazol-3-yl)-2,5-diazabicyclo[2.2.1]Heptane-2-carboxylate C(C)(C)(C)OC(=O)N1C2CN(C(C1)C2)C2=NNC1=CC(=CC=C21)N.BrC2=C(OC=1C=C(N)C=CC1)C(=CC(=C2C)[N+](=O)[O-])F